ClC1=C(C=CC(=C1)C(F)(F)F)NC(CN1C=2N(C(C(=C1CC)N1[C@@H]([C@H](NCC1)C)C)=O)N=C(N2)C=2CCOCC2)=O N-(2-chloro-4-(trifluoromethyl)phenyl)-2-(2-(3,6-dihydro-2H-pyran-4-yl)-6-((2R,3R)-2,3-dimethylpiperazin-1-yl)-5-ethyl-7-oxo-[1,2,4]triazolo[1,5-a]pyrimidin-4(7H)-yl)acetamide